ethyl 4-methyl-5-(2-(trifluoromethyl) phenyl)-1H-pyrrole-3-carboxylate CC=1C(=CNC1C1=C(C=CC=C1)C(F)(F)F)C(=O)OCC